n-hexane ethyl-acetate C(C)OC(C)=O.CCCCCC